3-(1'-(3-(1-methyl-1H-pyrazol-3-yl)benzyl)-7-oxo-5,7-dihydro-2H,6H-spiro[furo[2,3-f]isoindole-3,4'-piperidin]-6-yl)piperidine-2,6-dione CN1N=C(C=C1)C=1C=C(CN2CCC3(CC2)COC2=CC=4C(N(CC4C=C23)C2C(NC(CC2)=O)=O)=O)C=CC1